ClC=1C=C(C=2N(N1)C=CN2)[C@@H]2[C@H](C2)C2=CC1=C(N=C3N1C(CC3)C(F)(F)F)C=C2 7-((1S,2S)-2-(6-chloroimidazo[1,2-b]pyridazin-8-yl)cyclopropyl)-1-(trifluoromethyl)-2,3-dihydro-1H-benzo[d]pyrrolo[1,2-a]imidazole